BrCCCC(CCC1=CC=C(C=C1)OC)=O 6-Bromo-1-(4-methoxyphenyl)hexan-3-one